P(O)(O)O.C(CCCCCCCCCCCCCCCCCCC)O.C(CCCCCCCCCCCCCCCCCCC)O.C(CCCCCCCCCCCCCCCCCCC)O tri(eicosanol) phosphite